2-(acetoxymethyl)-5-azido-6-methoxytetrahydro-2H-pyran-3,4-diyl diacetate C(C)(=O)OC1C(OC(C(C1OC(C)=O)N=[N+]=[N-])OC)COC(C)=O